tert-butyl (S)-4-(1-(2,2-difluoroethyl)-7-(methylsulfanyl)-2-oxo-1,2-dihydropyrimido[4,5-d]pyrimidin-3(4H)-yl)-3,4-dihydroquinoline-1(2H)-carboxylate FC(CN1C(N(CC=2C1=NC(=NC2)SC)[C@H]2CCN(C1=CC=CC=C21)C(=O)OC(C)(C)C)=O)F